CN(C1=CC=C(C=C1)C1=CC=C(C=C1)CN(C(=O)C1CCCCC1)C1=CC(=CC=C1)C=1C=NC=C(C1)OC)C N-((4'-(Dimethylamino)-[1,1'-biphenyl]-4-yl)methyl)-N-(3-(5-methoxypyridin-3-yl)phenyl)cyclohexanecarboxamide